aminopimelic acid C(CCC(=O)O)CC(C(=O)O)N